C1(CC1)CN1C(=CC2=CC=CC(=C12)OC[C@@H](C)OS(=O)(=O)C)C(=O)OCC ethyl (R)-1-(cyclopropylmethyl)-7-(2-((methylsulfonyl) oxy) propoxy)-1H-indole-2-carboxylate